NC(C(=O)N1CC2=C(N=C(N=C2OC2=C(C=C(C#N)C=C2C)C)NC2=CC=C(C=C2)C#N)CC1)CC=1C=NNC1 4-((6-(2-Amino-3-(1H-pyrazole-4-yl)propanoyl)-2-((4-cyanophenyl)amino)-5,6,7,8-tetrahydropyrido[4,3-d]pyrimidine-4-yl)oxy)-3,5-dimethylbenzonitrile